N(C(=O)C)C1=C(O[C@@H]2C[C@H](N(CC2)CC2=C3C=CNC3=C(C=C2OC)C)C2=CC=C(C(=O)O)C=C2)C=CC=C1 4-((2S,4S)-4-(2-Acetaminophenoxy)-1-((5-methoxy-7-methyl-1H-indol-4-yl)methyl)piperidin-2-yl)benzoic acid